methyl 6-amino-1-benzyl-2-oxo-1,2,3,4-tetrahydroquinoline-3-carboxylate NC=1C=C2CC(C(N(C2=CC1)CC1=CC=CC=C1)=O)C(=O)OC